ClC=1C=CC(=C(C1)CC(=O)NC1=CCN(C=C1)C(COC)(C)CO)O 4-[[2-(5-Chloro-2-hydroxyphenyl)acetyl]amino]-N-[1-(hydroxymethyl)-2-methoxy-1-methylethyl]pyridin